(S)-4-(6-(9-oxa-2-azaspiro[5.5]undecan-2-yl)-1H-pyrrolo[2,3-b]pyridine-3-yl)-N-(piperidin-3-yl)-5-(trifluoromethyl)pyrimidin-2-amine C1N(CCCC12CCOCC2)C2=CC=C1C(=N2)NC=C1C1=NC(=NC=C1C(F)(F)F)N[C@@H]1CNCCC1